BrC1=CN(C2=NC(=CN=C21)N2C1CC(CC2CC1)NC(OC(C)(C)C)=O)COCC[Si](C)(C)C tert-Butyl N-[endo-8-(7-bromo-5-{[2-(trimethylsilyl)ethoxy] methyl}-5H-pyrrolo[2,3-b]pyrazin-3-yl)-8-azabicyclo[3.2.1]octan-3-yl]carbamate